CN(C)CC1=C(C=C(C=C1)C=C(C(=O)N)F)N1N=C(C=2C1=NC=CC2)C2=CC=C(C=C2)C(F)(F)F (4-((dimethylamino)methyl)-3-(3-(4-(trifluoromethyl)phenyl)-1H-pyrazolo[3,4-b]pyridin-1-yl)phenyl)-2-fluoroacrylamide